O=C1NC(CCC1N1C(C2=CC=C(C=C2C1=O)N1CCN(CC1)CCC1CCN(CC1)C1=CC=C(C=C1)[C@@H]1[C@@H](COC2=CC(=CC=C12)O)C1=CC=CC=C1)=O)=O cis-2-(2,6-dioxopiperidin-3-yl)-5-(4-(2-(1-(4-(7-hydroxy-3-phenylchroman-4-yl)phenyl)piperidin-4-yl)ethyl)piperazin-1-yl)isoindoline-1,3-dione